2-benzyl 1-(tert-butyl) (2S,4R)-4-((methylsulfonyl)oxy)pyrrolidine-1,2-dicarboxylate CS(=O)(=O)O[C@@H]1C[C@H](N(C1)C(=O)OC(C)(C)C)C(=O)OCC1=CC=CC=C1